N-{3-[6-Amino-8-(5-iodo-2,3-dihydro-benzofuran-6-ylsulfanyl)-purin-9-yl]-propyl}-2-hydroxy-2-methyl-propionamide NC1=C2N=C(N(C2=NC=N1)CCCNC(C(C)(C)O)=O)SC1=CC2=C(CCO2)C=C1I